OC/C(=C/COP(=O)(O)O)/CCC.C(C)N(CC)CC Triethylamine (E)-3-(hydroxymethyl)hex-2-en-1-yl-phosphate